CN1CCC(CCC1)N(N)C(C1=CC=CC=C1)=O N-(1-methyl-hexahydroazepin-4-yl)benzoyl-hydrazine